4-methylcyclohexyltrimethoxysilane CC1CCC(CC1)[Si](OC)(OC)OC